C(C(O)C)(=O)[O-].C(C(O)C)(=O)[O-].[Fe+2] iron(II) dilactate